pyridin-5-yltrifluoromethanesulfonic acid N1=CC=CC(=C1)OS(=O)(=O)C(F)(F)F